(R)-2-(8-CYCLOPROPYL-5-OXOTHIENO[3',2':4,5]PYRROLO[1,2-D][1,2,4]TRIAZIN-6(5H)-YL)-N-(1-METHYLPIPERIDIN-3-YL)ACETAMIDE C1(CC1)C1=NN(C(C=2N1C1=C(C2)C=CS1)=O)CC(=O)N[C@H]1CN(CCC1)C